COC(=O)[C@H]1N[C@H](CC1)C1=C(C=C(C=C1)Cl)Cl (2s,5r)-5-(2,4-dichlorophenyl)pyrrolidine-2-carboxylic acid methyl ester